FC(C1=CC=C(C=C1)C1=NC=C(C=N1)C(CCC)N1C=NC=C1C(=O)O)(F)F 1-(1-(2-(4-(trifluoromethyl)phenyl)pyrimidin-5-yl)butyl)-1H-imidazole-5-carboxylic acid